((7R)-7-Amino-2-azabicyclo[2.2.1]heptan-2-yl)(2-(1-(cyclopropylmethyl)-6-(3-methyl-[1,2,4]triazolo[4,3-a]pyridin-7-yl)-1H-indol-2-yl)-4-methoxy-3-methylbenzofuran-6-yl)methanone N[C@H]1C2N(CC1CC2)C(=O)C2=CC1=C(C(=C(O1)C=1N(C3=CC(=CC=C3C1)C1=CC=3N(C=C1)C(=NN3)C)CC3CC3)C)C(=C2)OC